C1CC12CCN(CC2)C2=CC=C1C=CC=NC1=C2C(=O)N 7-(6-azaspiro[2.5]octane-6-yl)quinoline-8-carboxamide